C(C1=CC=CC=C1)OC=1C(=CC(=C(C1)CC(=O)NC1=CC(=NC=C1)C(=O)NC1(CC1)C(F)(F)F)Cl)C(C)(C)O 4-[[2-[5-benzyloxy-2-chloro-4-(1-hydroxy-1-methyl-ethyl)phenyl]acetyl]amino]-N-[1-(trifluoromethyl)cyclopropyl]pyridine-2-carboxamide